N[C@H]1CN(CC1)C1=NC=CC2=CC(=CC=C12)CC#CC[NH-] (R)-N-(1-(3-aminopyrrolidin-1-yl)isoquinolin-6-yl)but-2-ynylamide